FC1=C(N=CC2=C1N=C(N=C2N2CCCCC2)OCC21CCCN1CCC2)C2=CC=CC1=CC=CC(=C21)F 8-fluoro-7-(8-fluoronaphthalen-1-yl)-2-((hexahydro-1H-pyrrolizin-7a-yl)methoxy)-4-(piperidin-1-yl)pyrido[4,3-d]pyrimidine